BrC=1C(=CC(=C(N)C1)C)F 5-bromo-4-fluoro-2-methylaniline